C1(CC1)C=1C(=NC(=NC1)NC=1C(=NN(C1)C1CN(CC1)C)C)NCCCN1C(OC(CC1)(C)C)=O 3-(3-((5-cyclopropyl-2-((3-methyl-1-(1-methylpyrrolidin-3-yl)-1H-pyrazol-4-yl)amino)pyrimidin-4-yl)amino)propyl)-6,6-dimethyl-1,3-oxazinan-2-one